BrC=1C(=NN(C1)CC(=O)O)C 2-(4-bromo-3-methyl-1H-pyrazol-1-yl)acetic acid